C(C)(=O)OC\C=C\COC(C)=O trans-2-butene-1,4-diol diacetate